N1(CCC1)C(CNS(=O)(=O)C1=C(C=CC(=C1)OC1=C(C=C(C=C1Cl)N1N=C(C(NC1=O)=O)C(F)F)Cl)O)=O N-[2-(azetidin-1-yl)-2-oxo-ethyl]-5-[2,6-dichloro-4-[6-(difluoromethyl)-3,5-dioxo-1,2,4-triazin-2-yl]phenoxy]-2-hydroxy-benzenesulfonamide